(S)-1-((S)-1-(7,8-dichloro-4-(1H-imidazol-1-yl)quinolin-2-yl)pyrrolidin-2-yl)-2,2,2-trifluoroethan-1-ol ClC1=CC=C2C(=CC(=NC2=C1Cl)N1[C@@H](CCC1)[C@@H](C(F)(F)F)O)N1C=NC=C1